C(C)(C)NN1C(=CC=C1)C(=O)N 1-isopropylamino-1H-pyrrole-2-carboxamide